C(N)(OC1CC(N(CC1)C1=NC(=C(C(=C1C#N)CC)C#N)SCC=1C=NN(C1)CC1OC(OC1)(C)C)C(C)(C)C)=O (tert-butyl 1-(3,5-dicyano-6-(((1-((2,2-dimethyl-1,3-dioxolan-4-yl) methyl)-1H-pyrazol-4-yl) methyl) thio)-4-ethylpyridin-2-yl) piperidin-4-yl) carbamate